5-chloro-3-(6-(1,1-difluoroethyl)pyridin-2-yl)-1-methyl-1H-pyrrolo[2,3-c]pyridine ClC=1C=C2C(=CN1)N(C=C2C2=NC(=CC=C2)C(C)(F)F)C